methyl (1S,3S,4S,6R,7S)-6-hydroxy-7-iodo-2-((R)-1-phenylethyl)-2-azabicyclo[2.2.1]heptane-3-carboxylate O[C@@H]1C[C@H]2[C@H](N([C@@H]1[C@H]2I)[C@H](C)C2=CC=CC=C2)C(=O)OC